Cl.OC=1C=C(OC2CN(C2)C(CCC(C(=O)N)(C2=CC=CC=C2)C2=CC=CC=C2)(C)C)C=CC1 5-[3-(3-Hydroxyphenoxy)azetidin-1-yl]-5-methyl-2,2-diphenylhexanamide hydrochloride